[C@@H]12N(C[C@@H](NC1)CC2)C2=NC(=NC1=C(C(=C(C=C21)Cl)C2=CC(=CC1=CC=CC=C21)O)F)N2CC(C2)N(C)C (R or S)-4-(4-((1S,4S)-2,5-diazabicyclo[2.2.2]octan-2-yl)-6-chloro-2-(3-(dimethylamino)azetidin-1-yl)-8-fluoro-quinazolin-7-yl)naphthalen-2-ol